(R)-2-(N-[4-Amino-5-[4-(difluoromethoxy)benzoyl]thiazol-2-yl]-3,4-difluoroanilino)propanamid NC=1N=C(SC1C(C1=CC=C(C=C1)OC(F)F)=O)N(C1=CC(=C(C=C1)F)F)[C@@H](C(=O)N)C